ClC=1N=C(C2=C(N1)CCN(C2)C)NCC2(COC2)N(CC2=CC=CC=C2)CC2=CC=CC=C2 2-Chloro-N-((3-(dibenzylamino)oxetan-3-yl)methyl)-6-methyl-5,6,7,8-tetrahydropyrido[4,3-d]pyrimidin-4-amine